4-iodotoluene-d7 IC1=C(C(=C(C([2H])([2H])[2H])C(=C1[2H])[2H])[2H])[2H]